O1CCN(CC1)C=1C=CC=2N(C1)N=CC2C#N 6-morpholinopyrazolo[1,5-a]pyridine-3-carbonitrile